2-((S)-2-hydroxy-2-((R)-1,2,3,4-tetrahydroisoquinolin-3-yl)ethyl)-4,4-dimethyl-6-(2,7-diazaspiro[3.5]nonane-7-carbonyl)-3,4-dihydroisoquinolin-1(2H)-one hydrochloride Cl.O[C@@H](CN1C(C2=CC=C(C=C2C(C1)(C)C)C(=O)N1CCC2(CNC2)CC1)=O)[C@@H]1NCC2=CC=CC=C2C1